C(C(=C)C)(=O)OCCC[Si](O[Si](C)(C)C)(O[Si](C)(C)C)O[Si](C)(C)C 3-(methacryloyloxy)-propyltris(trimethylsiloxy)-silane